CN(C(=O)C1=NN2C(CN(CC2)C(=O)OCC2=CC=CC=C2)=N1)C benzyl 2-(dimethylcarbamoyl)-6,8-dihydro-5H-[1,2,4]triazolo[1,5-a]pyrazine-7-carboxylate